di-allyl ether (allyl 4-((3-(allyloxy)-3-oxopropyl)thio)-4-oxobutanoate) C(C=C)C(C(=O)O)CC(=O)SCCC(=O)OCC=C.C(C=C)OCC=C